C(CC(=O)[O-])(=O)OC methyl propanedioate